C(=C)CCCCCCCCCCCCCCCC[Si](OC)(OC)OC vinylhexadecyltrimethoxysilane